2-fluoro-5-[(5-fluoro-2H-1,3-benzodioxol-4-yl)methoxy]-4-methoxyaniline FC1=C(N)C=C(C(=C1)OC)OCC1=C(C=CC=2OCOC21)F